Dysprosium-Cobalt [Co].[Dy]